Methyl 2-(1,3-dioxolane-2-yl)-4-(1,4-dioxa-8-azaspiro[4.5]decane-8-yl)benzoate O1C(OCC1)C1=C(C(=O)OC)C=CC(=C1)N1CCC2(OCCO2)CC1